(E)-1-methoxy-8-(4-methoxystyryl)-1,2-dihydrothiazolo[3,2-a]quinoline COC1CSC2N1C1=CC(=CC=C1C=C2)\C=C\C2=CC=C(C=C2)OC